4'-(2,6-dimethylpyridin-3-yl)-[1,1':2',1''-terphenyl] CC1=NC(=CC=C1C=1C=C(C(=CC1)C1=CC=CC=C1)C1=CC=CC=C1)C